ClC1=NC=C(C=C1)CCl 2-chloro-5-(chloromethyl)-pyridine